N-[(2,2-di-fluorocyclopropyl)methyl]-2-(3-pyridinyl)-2H-indazole-5-carboxamide FC1(C(C1)CNC(=O)C1=CC2=CN(N=C2C=C1)C=1C=NC=CC1)F